ClC=1N=CC=2NC=3N(C2N1)C1(CCC2(OCCO2)CC1)CN3 2-Chloro-5,7-dihydrodispiro[imidazo[1,2-e]purine-8,1'-cyclohexane-4',2''-[1,3]dioxolane]